ClC=1C=C(C=CC1)C(COC(=O)N[C@H](C(=O)O)C(C)(C)C)(C)C (S)-2-(((2-(3-Chlorophenyl)-2-methylpropoxy)carbonyl)amino)-3,3-dimethyl-butanoic acid